3-octadecanoylimino-7-(diethylamino)-1,2-benzophenoxazine C(CCCCCCCCCCCCCCCCC)(=O)N=C1NOC=2C(C=CC3=C(C=4C=CC=CC4CC23)N(CC)CC)=C1